5-chloro-N-(8,9-difluoro-6-oxo-1,4,5,6-tetrahydro-2H-pyrano[3,4-c]isoquinolin-1-yl)-N-methyl-6-oxo-1,6-dihydropyridine-3-carboxamide ClC1=CC(=CNC1=O)C(=O)N(C)C1COCC=2NC(C=3C=C(C(=CC3C21)F)F)=O